[O].[S].[Ge].[Eu] europium germanium sulfur oxygen